O1C(=NC2=C1C=CC=C2)NC=2OC1=C(N2)C=C(C=C1)C(=O)N(C)CCOCCO 2-(benzo[d]oxazol-2-ylamino)-N-(2-(2-hydroxyethoxy)ethyl)-N-methylbenzo[d]oxazole-5-carboxamide